CC=1C=C(C=2CCCC2C1)O 6-methylindan-4-ol